pentafluoro-L-phenylalanine C1=CC=C(C=C1)C([C@@](C(=O)O)(N(F)F)F)(F)F